COC1=CC=C(CN2C(N(CCC2=O)C2=NOC3=C2C=C(C=C3)CN3C2CN(C(C3)CC2)CC2CCOCC2)=O)C=C1 3-(4-methoxybenzyl)-1-(5-((5-((tetrahydro-2H-pyran-4-yl)methyl)-2,5-diazabicyclo[2.2.2]octan-2-yl)methyl)benzo[d]isoxazol-3-yl)dihydropyrimidine-2,4(1H,3H)-dione